ClC1=C(C=C(C=C1)NC(NC1=CC(=C(C(=O)NC=2C=C3C(=NC2)NN=C3)C=C1)F)=O)C(F)(F)F 4-(3-(4-chloro-3-(trifluoromethyl)phenyl)ureido)-2-fluoro-N-(1H-pyrazolo[3,4-b]pyridin-5-yl)benzamide